3-fluoro-2-(hydroxymethyl)pyridine 1-oxide FC=1C(=[N+](C=CC1)[O-])CO